1-[3-(benzyloxy)phenyl]-N-methylmethanesulfonamide C(C1=CC=CC=C1)OC=1C=C(C=CC1)CS(=O)(=O)NC